Tetrakis(trimethylsilyl)lysine C[Si](C)(C)NC(CCCCN([Si](C)(C)C)[Si](C)(C)C)C(=O)O[Si](C)(C)C